Cl.COC(C(CSCC(=O)N1CC(C1)([N+](=O)[O-])[N+](=O)[O-])N)=O 2-AMINO-3-[2-(3,3-DINITRO-AZETIDIN-1-YL)-2-OXOETHYLSULFANYL]-PROPIONIC ACID METHYL ESTER HYDROCHLORIDE